C1(CCC1)N1C=C(C=2C1=NC=C(C2C)C(=O)NC=2C=C1CN(C(C1=CC2)=O)C2C(NC(CC2)=O)=O)C 1-cyclobutyl-N-[2-(2,6-dioxopiperidin-3-yl)-1-oxo-3H-isoindol-5-yl]-3,4-dimethylpyrrolo[2,3-b]pyridine-5-carboxamide